2-heptanamine CC(CCCCC)N